2-(4-(benzyloxy)-1H-indol-3-yl)ethan-1-ol C(C1=CC=CC=C1)OC1=C2C(=CNC2=CC=C1)CCO